BrC=1C=C2C(C(=CN(C2=NC1)NC(=O)OC(C)(C)C)C(=O)OCC)=O Ethyl 6-bromo-1-((tert-butoxycarbonyl) amino)-4-oxo-1,4-dihydro-1,8-naphthyridine-3-carboxylate